(S)-7-isopropyl-7-methyl-2-((R)-3-methylmorpholino)-6,7-dihydropyrazolo[1,5-a]pyrazin-4(5H)-one C(C)(C)[C@]1(CNC(C=2N1N=C(C2)N2[C@@H](COCC2)C)=O)C